NC1=C(C=CC(=C1)C=1C(=NOC1C)C)NC1CN(CC1)C(=O)O 3-((2-amino-4-(3,5-dimethyl-isoxazol-4-yl)phenyl)amino)pyrrolidine-1-carboxylic acid